FC1=CC=C2NC=C(CC(N)CC)C2=C1 5-Fluoro-α-ethyltryptamine